C1(=CC=CC=C1)N(SP(=O)(O)O)C1=CC=CC=C1 diphenyl-phosphonothioamine